[Ru]=O Ruthenium-oxid